((R)-2-((R)-3-amino-3-(4-chlorobenzyl)piperidine-1-carbonyl)-4-(tert-butoxy)-4-oxobutyl)pyridine 1-oxide N[C@@]1(CN(CCC1)C(=O)[C@H](CC1=[N+](C=CC=C1)[O-])CC(=O)OC(C)(C)C)CC1=CC=C(C=C1)Cl